butylpyridinium-N-sulfonate C(CCC)OS(=O)(=O)[N+]1=CC=CC=C1